Cl.NC1[C@@H](CCC1)O (1R,3R)-2-aminocyclopentanol hydrochloride